1-(4-ethylphenyl)-3-hydroxy-2-methylpropan-1-one C(C)C1=CC=C(C=C1)C(C(CO)C)=O